FC1=C(C(=CC=C1)OC=1C=NC=C(C1)C)CN1C[C@@H](N([C@@H](C1)C)C(C(C)C)=O)C(=O)NCC1=CC=C(C=C1)C1=NC=CC=N1 (2R,6R)-4-({2-fluoro-6-[(5-methylpyridin-3-yl)oxy]phenyl}methyl)-6-methyl-1-(2-methylpropanoyl)-N-{[4-(pyrimidin-2-yl)phenyl]methyl}piperazine-2-carboxamide